9-(3-Fluorotetrahydro-2H-pyran-4-yl)-2-(methylthio)-7,9-dihydro-8H-purin-8-one FC1COCCC1N1C2=NC(=NC=C2NC1=O)SC